C(C1=CC=CC=C1)OC(=O)N[C@H](C(=O)O)C1CCC2(CC2)CC1 (S)-2-(((benzyloxy)carbonyl)amino)-2-(spiro[2.5]octan-6-yl)acetic acid